OC(=O)C(F)(F)F.COC1=CC=C(CN2N=CC(=C2C(=O)OCC)C2=C3CCN(C3=CC=C2)C([C@H]2NCCC2)=O)C=C1 ethyl (S)-1-(4-methoxybenzyl)-4-(1-prolylindolin-4-yl)-1H-pyrazole-5-carboxylate TFA salt